Bis(cyclopentadienyl)bis(dimethylamino)zirconium C1(C=CC=C1)[Zr](N(C)C)(N(C)C)C1C=CC=C1